Racemic-N-(4-(6-(1-hydroxybutyl)-4-methylpyridin-3-yl)imidazo[1,2-a][1,6]naphthyridin-8-yl)oxetan-3-carboxamide O[C@H](CCC)C1=CC(=C(C=N1)C=1C=2N(C3=CC(=NC=C3C1)NC(=O)C1COC1)C=CN2)C |r|